FC=1C=C(C=C(C1)F)N1C=C(C2=C1N=CN=C2N2C[C@H](N(C[C@@H]2C)C(=O)OC(C)(C)C)C)C2=NC=CN=C2C tert-butyl (2R,5S)-4-(7-(3,5-difluorophenyl)-5-(3-methylpyrazin-2-yl)-7H-pyrrolo[2,3-d]pyrimidin-4-yl)-2,5-dimethylpiperazine-1-carboxylate